5-Iodo-8-methoxy-3-methylquinoline IC1=C2C=C(C=NC2=C(C=C1)OC)C